sulfinato borate B(OS(=O)[O-])([O-])[O-]